(1R,3S)-3-[5-(3-acetamido-4-formylbenzamido)-2H-pyrazol-3-yl]cyclopentyl N-isopropylcarbamate C(C)(C)NC(O[C@H]1C[C@H](CC1)C=1NN=C(C1)NC(C1=CC(=C(C=C1)C=O)NC(C)=O)=O)=O